(R)-tetrahydro-2H-pyran-3-amine hydrochloride Cl.O1C[C@@H](CCC1)N